NC(CO)COC1=CC=C(C=C1)C1=CC=C(C=C1)C#CCN1C(=NC=C1)[C@H](C)O 2-amino-3-((4'-(3-(2-((S)-1-hydroxyethyl)-1H-imidazol-1-yl)prop-1-yn-1-yl)-[1,1'-biphenyl]-4-yl)oxy)propan-1-ol